CO\N=C\C(C)(C)NC(=O)C=1C(=NC=C(C1)OC[C@H](C)NS(=O)(=O)C(F)(F)F)C N-[(2E)-2-methoxyimino-1,1-dimethyl-ethyl]-2-methyl-5-[(2S)-2-(trifluoromethylsulfonylamino)propoxy]pyridine-3-carboxamide